ethyl O-mesitylsulfonylacetohydroxamate CCO/C(=N/OS(=O)(=O)C1=C(C=C(C=C1C)C)C)/C